O1COC2=C1C=CC(=C2)NC=2SC=C(N2)C=2SC=C(N2)C=2C=NC=CC2 N-(benzo[d][1,3]dioxolan-5-yl)-4-(pyridin-3-yl)-[2,4'-Bithiazole]-2'-amine